COC(\C(\C(C)=O)=C/C1=CC(=C(C=C1)F)C(F)(F)F)=O (Z)-2-(4-fluoro-3-(trifluoromethyl)benzylidene)-3-oxobutanoic acid methyl ester